(E)-1-(3-(1-phenyl-3-m-tolyl-1H-pyrazol-4-yl)acryloyl)piperidine-2-carboxamide C1(=CC=CC=C1)N1N=C(C(=C1)/C=C/C(=O)N1C(CCCC1)C(=O)N)C=1C=C(C=CC1)C